COC(NC1=NC=CC(=C1)C=1C=NC(=C(C1)C(F)(F)F)OC[C@@](CC(C)C)(C)N)=O (S)-(6-((2-amino-2,4-dimethylpentyl)oxy)-5-(trifluoromethyl)-[3,4'-bipyridinyl]-2'-yl)carbamic acid methyl ester